(1R,2S)-2-(4-fluoro-phenyl)cyclopropan-1-amine FC1=CC=C(C=C1)[C@H]1[C@@H](C1)N